FC1=C(C2=CC=CC=C2C=C1OC)N1CC=2N=C(N=C(C2CC1)N1CCN(CC1)C(=O)OC(C)(C)C)OC[C@H]1N(CCC1)C tert-butyl 4-[7-(2-fluoro-3-methoxy-1-naphthyl)-2-[[(2S)-1-methylpyrrolidin-2-yl]methoxy]-6,8-dihydro-5H-pyrido[3,4-d]pyrimidin-4-yl]piperazine-1-carboxylate